acetylpropionic acid nicotine salt N1=CC=CC(=C1)C1N(C)CCC1.C(C)(=O)C(C(=O)O)C